tert-butyl (7,8-difluoro-4-methyl-2,3,4,5-tetrahydro-1H-benzo[c]azepin-4-yl)carbamate FC1=CC2=C(CNCC(C2)(C)NC(OC(C)(C)C)=O)C=C1F